calcium acetate magnesium salt [Mg+2].C(C)(=O)[O-].[Ca+2].C(C)(=O)[O-].C(C)(=O)[O-].C(C)(=O)[O-]